FC(C1CNCCC1CN1C(C2CCCCC2C1=O)=O)(F)F 2-((3-(Trifluoromethyl)piperidin-4-yl)methyl)hexahydro-1H-isoindole-1,3(2H)-dione